C(=C=CC)N1CCC2(N(C(CS2)=O)CC=2OC(=CC2)C2=CC=CC3=CC=CC=C23)CC1 (E)-8-(buten-2-enyl)-4-((5-(naphthalen-1-yl)furan-2-yl)methyl)-1-thia-4,8-diazaspiro[4.5]decan-3-one